ClC=1C(=NC=CC1C1=C(C(=CC=C1)C1=NC(=C(C=C1)CNC[C@H]1NC(CC1)=O)OC)Cl)C1=CC(=C(CN2C[C@H](CC2)C(=O)O)C=C1)OC (S)-1-(4-(3-chloro-4-(2-chloro-3-(6-methoxy-5-(((((S)-5-oxopyrrolidin-2-yl)methyl)amino)methyl)pyridin-2-yl)phenyl)pyridin-2-yl)-2-methoxybenzyl)pyrrolidine-3-carboxylic acid